CC1=CC=2N(N=C1N1CC=3C=C(C=NC3CC1)N1CC(OCC1)C=1C=NC=CC1)C(C=CN2)=O 8-methyl-7-(3-(2-(pyridin-3-yl)morpholino)-7,8-dihydro-1,6-naphthyridin-6(5H)-yl)-4H-pyrimido[1,2-b]pyridazin-4-one